C1(=CC=CC=C1)[C@H](CCC)N (S)-1-phenylbutylamine